[Mn].C(C)(C)(C)OC(=O)N1CC(C1)C=1C=CC=C2C=C(N(C12)CC1CC1)C=O.C1(=CC=CC=C1)C1=C(C2=C(OC3=C2C=CC=C3)C=C1)C=1C(=C(C=CC1)C1=NC=CC=C1)C1=NN=NC(=C1C1=CC=CC=C1)C1=CC=CC=C1 (Phenyldibenzofuranyl)(diphenyltriazinyl)(pyridinyl)benzene tert-Butyl-3-(1-(cyclopropylmethyl)-2-formyl-1H-indol-7-yl)azetidine-1-carboxylate Manganese